ClC=1C=C(C=CC1C#N)N1C[C@@H](N(C[C@H]1C)C(=O)NC=1C=NC(=CC1)N1CCC(CC1)C=O)C (2S,5R)-4-(3-chloro-4-cyanophenyl)-N-(6-(4-formylpiperidin-1-yl)pyridin-3-yl)-2,5-dimethylpiperazine-1-carboxamide